6-chloro-3-[[(1R)-1-(3-chloro-10-methyl-8-oxo-5,6-dihydro-1,6-naphthyridino[5,6-b]quinazolin-12-yl)ethyl]amino]pyridine-2-carboxylic acid ClC1=CC=C(C(=N1)C(=O)O)N[C@H](C)C=1C=C(C=C2C(N3C(=NC12)C=1C=CC(=NC1CC3)Cl)=O)C